C1(CC1)C1=C(NC2=CC(=CC=C2)C=2N=NN(N2)CCOC)C=CC(=C1)OCC1=NC=CC=C1 2-Cyclopropyl-N-{3-[2-(2-methoxyethyl)-2H-1,2,3,4-tetrazol-5-yl]phenyl}-4-[(pyridin-2-yl)methoxy]aniline